CC1(OB(OC1(C)C)C1=CC2=C(COC2)C=C1C)C 4,4,5,5-tetramethyl-2-(6-methyl-1,3-dihydro-2-benzofuran-5-yl)-1,3,2-dioxaborolane